CC1=NC(=CC=C1N1CCN(CC1)CC1=CC(=NC=C1)NC(CCC)=O)N1N=CC=C1 N-(4-((4-(2-methyl-6-(1H-pyrazol-1-yl)pyridin-3-yl)piperazin-1-yl)methyl)pyridin-2-yl)butyramide